ethyl-(triphenylphosphane) acetate C(C)(=O)O.C(C)C1=C(C=CC=C1)P(C1=CC=CC=C1)C1=CC=CC=C1